Methyl 2-((S)-1-(4-(6-((4-cyano-2-fluorobenzyl) oxy)-4-(methoxymethyl) pyridin-2-yl) piperazin-1-yl) ethyl)-1-(((S)-oxetan-2-yl) methyl)-1H-benzo[d]imidazole-6-carboxylate C(#N)C1=CC(=C(COC2=CC(=CC(=N2)N2CCN(CC2)[C@@H](C)C2=NC3=C(N2C[C@H]2OCC2)C=C(C=C3)C(=O)OC)COC)C=C1)F